{(2S,6R)-6-(5-methyl-2,4-dioxo-3,4-dihydropyrimidin-1(2H)-yl)morpholin-2-yl}methyl 4-(dioctadecylamino)-4-oxobutanate C(CCCCCCCCCCCCCCCCC)N(C(CCC(=O)OC[C@@H]1CNC[C@@H](O1)N1C(NC(C(=C1)C)=O)=O)=O)CCCCCCCCCCCCCCCCCC